NC(CC[C@@H](COCC1=CC=C(C=C1)Br)NC(OC(C)(C)C)=O)=O tert-butyl (S)-(5-amino-1-((4-bromobenzyl)oxy)-5-oxopentan-2-yl)carbamate